3-(9-((4-(aminomethyl)-2,6-dimethylphenyl)carbamoyl)-4,5-dihydrobenzo[b]thieno[2,3-d]oxepin-8-yl)-6-((1-(methylcarbamoyl)cyclohexyl)carbamoyl)picolinic acid NCC1=CC(=C(C(=C1)C)NC(=O)C1=CC2=C(OCCC3=C2SC=C3)C=C1C=1C(=NC(=CC1)C(NC1(CCCCC1)C(NC)=O)=O)C(=O)O)C